C(=O)O.N1(CCC2C1CNC2)C2=CC=CC(=N2)NC=2C1=C(C(=NC2)C2=CN=C3N2C=CC(=C3F)C)CNC1=O 7-[[6-(3,3a,4,5,6,6a-hexahydro-2H-pyrrolo[2,3-c]pyrrol-1-yl)-2-pyridyl]amino]-4-(8-fluoro-7-methyl-imidazo[1,2-a]pyridin-3-yl)-2,3-dihydropyrrolo[3,4-c]pyridin-1-one Formic acid salt